N-butyl-γ-aminopropyl-triethoxysilane rhenium [Re].C(CCC)NCCC[Si](OCC)(OCC)OCC